C1(CC2C(CC1)O2)C[Si](OCCC)(OCCC)OCCC (3,4-epoxycyclohexyl)methyl-tripropoxysilane